ClC1=C(C(=O)C=2C(C3CCC(C2SC2=CC=CC=C2)C3)=O)C=CC(=C1)S(=O)(=O)C 3-[2-chloro-4-(methylsulfonyl)benzoyl]-4-(phenylthio)bicyclo[3.2.1]oct-3-en-2-one